2-(2-((7-(5-(1-aminoethyl)thiophen-3-yl)benzofuran-5-yl)methoxy)phenyl)acetic acid NC(C)C1=CC(=CS1)C1=CC(=CC=2C=COC21)COC2=C(C=CC=C2)CC(=O)O